((S)-1-(4-fluorophenyl)-3,4-dihydroisoquinolin-2(1H)-yl)((4aR,7R,8aS)-3-(hydroxymethyl)octahydropyrano[3,4-b][1,4]oxazin-7-yl)methanone FC1=CC=C(C=C1)[C@@H]1N(CCC2=CC=CC=C12)C(=O)[C@H]1C[C@H]2[C@@H](OC(CN2)CO)CO1